FC1(CCN(CCC1)C1=C(C(=O)NC2=CC(=CC=C2)[S@@](=O)(=N)C)C(=C(C=N1)C=1C(=NN(C1)C)C)C)F (R)-2-(4,4-difluoroazepan-1-yl)-5-(1,3-dimethyl-1H-pyrazol-4-yl)-4-methyl-N-(3-(S-methylsulfonimidoyl)phenyl)nicotinamide